N1(CCCCC1)CCOC1=CC=C(C(=O)NC2=CC=C(C=C2)C=2N=NN(C2)[C@@H]2OC[C@H]([C@@H]([C@H]2O)O)O)C=C1 4-(2-(piperidin-1-yl)ethoxy)-N-(4-(1-((2R,3R,4S,5R)-3,4,5-trihydroxytetrahydro-2H-pyran-2-yl)-1H-1,2,3-triazol-4-yl)phenyl)benzamide